3-((5-(5-(difluoromethyl)-1,3,4-oxadiazol-2-yl)pyridin-2-yl)methyl)-5-fluoro-6-(1-(1-isopropylpiperidin-4-yl)-1H-pyrazol-4-yl)benzo[d]oxazol-2(3H)-one FC(C1=NN=C(O1)C=1C=CC(=NC1)CN1C(OC2=C1C=C(C(=C2)C=2C=NN(C2)C2CCN(CC2)C(C)C)F)=O)F